4-(5-methyl-2-((1-methyl-1H-pyrazol-5-yl)amino)pyrimidin-4-yl)-N-((tetrahydro-2H-pyran-4-yl)methyl)oxazole-2-carboxamide CC=1C(=NC(=NC1)NC1=CC=NN1C)C=1N=C(OC1)C(=O)NCC1CCOCC1